F[P-](F)(F)(F)(F)F.C1(=CC=CC=C1)C(=O)C=1C(=C(C(=C(C1)[SH+]C1=CC=CC=C1)C(=O)C1=CC=CC=C1)C(=O)C1=CC=CC=C1)C(=O)C1=CC=CC=C1 diphenylcarbonyldiphenylcarbonyldiphenylsulfonium hexafluorophosphate